C(C)(C)(C)N(C(O)=O)[C@@H](C1CCC(CC1)(F)F)C=1N=C2N(N=CC(=C2)CNCCN)C1.C1(=CC=CC=C1)P(C1=C(C=CC=C1)P(C1=CC=CC=C1)C1=CC=CC=C1)C1=CC=CC=C1 1,2-bis(diphenyl-phosphino)benzene tert-Butyl-(S)-((7-(((2-aminoethyl)amino)methyl)imidazo[1,2-b]pyridazin-2-yl)(4,4-difluorocyclohexyl)methyl)carbamate